C(C)(C)(C)OC(=O)N(C1=C(N=CC=2N1C=NC2C(=O)OC)Br)C(=O)OC(C)(C)C methyl 5-[bis(tert-butoxycarbonyl)amino]-6-bromoimidazo[1,5-a]pyrazine-1-carboxylate